[4-(4-methyl-1,3-thiazol-5-yl)phenyl]methanol CC=1N=CSC1C1=CC=C(C=C1)CO